FC=1C=C2C=NN(C2=CC1O)C1=CC=C(C=C1)C1=CC(=CC=C1)F 5-Fluoro-1-(3'-fluoro-[1,1'-biphenyl]-4-yl)-1H-indazol-6-ol